FC(C1CC1)(F)F (1S,2S)-2-(trifluoromethyl)cyclopropane